2-chloro-5-fluoro-3-[(E)-oximinomethyl]benzoic acid methyl ester COC(C1=C(C(=CC(=C1)F)/C=N/O)Cl)=O